2-(3-methoxyphenyl)-3-phenyl-1-propene COC=1C=C(C=CC1)C(=C)CC1=CC=CC=C1